4-benzyloxybutanal C(C1=CC=CC=C1)OCCCC=O